4-((2-fluoro-6-chlorobenzyl)amino)-2-((1-(2-methoxyethyl)-1H-pyrazol-4-yl)amino)pyrimidin-5-carboxamide FC1=C(CNC2=NC(=NC=C2C(=O)N)NC=2C=NN(C2)CCOC)C(=CC=C1)Cl